(R)-1,1-Difluoro-1-(2-fluoro-3-(1-(6-(2-methoxyethoxy)-2-methyl-7-(pyridine-3-Oxy)quinazolin-4-yl)aminoethyl)phenyl)-2-methylpropan-2-ol FC(C(C)(O)C)(C1=C(C(=CC=C1)[C@@H](C)NC1=NC(=NC2=CC(=C(C=C12)OCCOC)OC=1C=NC=CC1)C)F)F